C(=O)[O-].NC(C[N+](C)(C)CCOCCNC(C1=C(C=C(C=C1)NC=1C=2N(C=CN1)C(=CN2)C2=C(C(=C(C=C2)OC)F)F)CC)=O)=O (2-Amino-2-oxo-ethyl)-[2-[2-[[4-[[3-(2,3-difluoro-4-methoxy-phenyl)imidazo[1,2-a]pyrazin-8-yl]amino]-2-ethyl-benzoyl]amino]ethoxy]ethyl]-dimethyl-ammonium formate